(R)-N-(bis(4-chlorophenyl)methyl)-3-methyl-2-oxoimidazolidine-4-carboxamide ClC1=CC=C(C=C1)C(NC(=O)[C@@H]1N(C(NC1)=O)C)C1=CC=C(C=C1)Cl